Benzyl 4-(3-((4-((tert-butoxycarbonyl)amino)piperidin-1-yl)sulfonyl)phenyl)piperazine-1-carboxylate C(C)(C)(C)OC(=O)NC1CCN(CC1)S(=O)(=O)C=1C=C(C=CC1)N1CCN(CC1)C(=O)OCC1=CC=CC=C1